cyclopentylidene-silylene-bis(2,4,7-trimethylinden-1-yl)hafnium C1(CCCC1)=[Si]=[Hf](C1C(=CC2=C(C=CC(=C12)C)C)C)C1C(=CC2=C(C=CC(=C12)C)C)C